3-[(cyanomethyl)amino]-4-[(6S)-2,2-difluoro-7-[(5-methoxy-7-methyl-1H-indol-4-yl)methyl]-7-azaspiro[3.5]nonan-6-yl]benzoic acid C(#N)CNC=1C=C(C(=O)O)C=CC1[C@@H]1CC2(CC(C2)(F)F)CCN1CC1=C2C=CNC2=C(C=C1OC)C